FC(C)(F)C1=NC(=CC(=N1)NC1=CC(=NC=C1C1=CC=C2C(=N1)CCC2=O)NC(C)=O)C N-(4-((2-(1,1-difluoroethyl)-6-methylpyrimidin-4-yl)amino)-5-(5-oxo-6,7-dihydro-5H-cyclopenta[b]pyridin-2-yl)pyridin-2-yl)acetamide